C[C@H]1[C@@H](CNCC1)C1=CC(=NC=2N1N=C(C2)[C@@H]2CC[C@H](CC2)C(F)(F)F)C (3S,4R)-4-methyl-3-{5-methyl-2-[trans-4-(trifluoromethyl)cyclohexyl]pyrazolo[1,5-a]pyrimidin-7-yl}piperidine